1-(2-(3-cyclopropylmethoxy-4-methoxyphenyl)-2-bromovinyl)-2,6-dimethylpyridin-4(1H)-one C1(CC1)COC=1C=C(C=CC1OC)C(=CN1C(=CC(C=C1C)=O)C)Br